C(#N)C1=C(C(=C(C(=C1F)F)B(O)O)F)F (4-cyano-2,3,5,6-tetrafluorophenyl)boronic acid